(S)-2-(((S)-(4-nitrophenoxy)(phenoxy)phosphoryl)amino)propionic acid 2-ethylbutyl ester C(C)C(COC([C@H](C)N[P@](=O)(OC1=CC=CC=C1)OC1=CC=C(C=C1)[N+](=O)[O-])=O)CC